(2S,4R)-1-{2-[5-(difluoromethyl)-1H-1,2,3,4-tetrazol-1-yl]acetyl}-4-fluoro-N-[(S)-[6-fluoro-5-(propan-2-yl)pyridin-2-yl](phenyl)methyl]pyrrolidine-2-carboxamide FC(C1=NN=NN1CC(=O)N1[C@@H](C[C@H](C1)F)C(=O)N[C@@H](C1=CC=CC=C1)C1=NC(=C(C=C1)C(C)C)F)F